6-(4-(aminomethyl)-4-methylpiperidin-1-yl)-3-(2,3-dichlorophenoxy)-1,4-dihydro-5H-pyrazolo[3,4-b]pyrazin-5-one NCC1(CCN(CC1)C=1C(NC2=C(N1)NN=C2OC2=C(C(=CC=C2)Cl)Cl)=O)C